[C-](S(=O)(=O)C(F)(F)F)(S(=O)(=O)C(F)(F)F)S(=O)(=O)C(F)(F)F.C(CCCCCCC)N1C=[N+](C=C1)C 1-octyl-3-methylimidazolium tris(trifluoromethylsulfonyl)methide